FC(C=1C=C(C(=O)O)C=C(C1)C(F)(F)F)(F)F 3,5-bis(trifluoromethyl)-benzoic acid